(R)-6,6'-bis(4-tert-butylphenyl)-1,1'-spirobiindan C(C)(C)(C)C1=CC=C(C=C1)C1=CC=C2CCC3(C2=C1)CCC1=CC=C(C=C13)C1=CC=C(C=C1)C(C)(C)C